C(=CCC)[Si](OC)(OC)OC butenyl-trimethoxysilane